C1(=CC=CC=C1)C(C)NC(CC1=CNC2=CC=C(C=C12)C(=O)OC)C methyl 3-(2-((1-phenylethyl) amino) propyl)-1H-indole-5-carboxylate